3,3-dibutyl-7-ethyl-8-methoxy-5-phenyl-2,3,4,5-tetrahydro-1,5-benzothiazepine 1,1-dioxide C(CCC)C1(CS(C2=C(N(C1)C1=CC=CC=C1)C=C(C(=C2)OC)CC)(=O)=O)CCCC